8-((2-chlorothiazol-5-yl)methyl)-3-(2,6-difluorophenyl)pyrido[2,3-d]pyrimidine-2,4(3H,8H)-dione ClC=1SC(=CN1)CN1C=CC=C2C1=NC(N(C2=O)C2=C(C=CC=C2F)F)=O